C(C)OC1CC(C1)=O 3-ethoxy-cyclobutanone